ClC1=C(C=CC2=C1C=C(O2)C(=O)O)N2CCN(CC2)CC=2N(N=C(C2)C=2SC=CC2)C 4-chloro-5-[4-(2-methyl-5-thiophen-2-yl-2H-pyrazol-3-ylmethyl)-piperazin-1-yl]-benzofuran-2-carboxylic acid